CN(C1=CC=CC2=CC=CC(=C12)N(C)C)C 1,8-di(dimethylamino)naphthalene